O1CCOC2=C1C=CC=C2C2=NC(=CC(=C2)NC(=O)[C@H]2CNCC2)OC (R)-3-[2-(2,3-Dihydro-benzo[1,4]dioxin-5-yl)-6-methoxy-pyridin-4-ylcarbamoyl]-pyrrolidin